4'-Dimethylaminobenzophenone CN(C1=CC=C(C=C1)C(C1=CC=CC=C1)=O)C